2-(3-methylbutanoylamino)-4-[2-phenoxyethyl-[4-(5,6,7,8-tetrahydro-1,8-naphthyridin-2-yl)butyl]amino]butanoic acid CC(CC(=O)NC(C(=O)O)CCN(CCCCC1=NC=2NCCCC2C=C1)CCOC1=CC=CC=C1)C